CC1(C2=C(B(O1)O)C=C(C=C2)C2=NC1=CC=C3C(=C1C=1CCCCC21)C=NN3)C 3,3-dimethyl-6-(8,9,10,11-tetrahydro-3H-pyrazolo[4,3-a]phenanthridin-7-yl)benzo[c][1,2]oxaborol-1(3H)-ol